N-[4-(4-ethoxymethyl-4-phenethyl-piperidin-1-yl)-phenyl]-acetamide C(C)OCC1(CCN(CC1)C1=CC=C(C=C1)NC(C)=O)CCC1=CC=CC=C1